C(C)C1=CN=C(S1)C=1C=C(C(=O)N[C@H](C)C=2C=NC(=NC2)C(F)(F)F)C=C(C1)O[C@H]1COCC1 3-(5-ethyl-1,3-thiazol-2-yl)-5-[(3R)-tetrahydrofuran-3-yloxy]-N-{(1R)-1-[2-(trifluoromethyl)pyrimidin-5-yl]ethyl}benzamide